5-Chloro-4-(1-(4-((4-isopropylpiperazin-1-yl)methyl)-2-methylphenyl)-1H-pyrazol-4-yl)-N-(1-((1-methyl-1H-imidazole-4-yl)sulfonyl)piperidin-4-yl)pyrimidin-2-amine ClC=1C(=NC(=NC1)NC1CCN(CC1)S(=O)(=O)C=1N=CN(C1)C)C=1C=NN(C1)C1=C(C=C(C=C1)CN1CCN(CC1)C(C)C)C